[CH3-].[CH3-].[CH-]1C=CC2=CC=CC=C21.[CH-]1C=CC2=CC=CC=C21.[Zr+4] bis(indenyl)dimethylzirconium